CN1C=C(C(C(=C1)C1=C(C=CC=C1)C)=O)C(=O)O 1-methyl-4-oxo-5-(o-tolyl)-1,4-dihydropyridine-3-carboxylic acid